N-methoxy-2-[[5-[5-(trifluoromethyl)-1,2,4-oxadiazol-3-yl]-2-thienyl]methyl]pyrazole-3-carboxamide CONC(=O)C=1N(N=CC1)CC=1SC(=CC1)C1=NOC(=N1)C(F)(F)F